C12CNCC2C1 3-azabicyclo-[3.1.0]hexane